Di-tert-butyl 2-(3-allyloxy-3-oxopropyl)-malonate C(C=C)OC(CCC(C(=O)OC(C)(C)C)C(=O)OC(C)(C)C)=O